CN1C=C(C2=CC=CC=C12)C1CN(CC1)CCCC1=NN=C(N1C(C)C)C 1-methyl-3-(1-(3-(5-methyl-4-(propan-2-yl)-4H-1,2,4-triazol-3-yl)propyl)pyrrolidin-3-yl)-1H-indole